2-methyl-2,7-diazaspiro[4.5]decan-1-one CN1C(C2(CC1)CNCCC2)=O